(S)-5-amino-2-butyl-6-(3-hydroxy-2,6-dimethylphenyl)-3-(trifluoromethyl)-2,6-dihydropyrrolo[2,3-c]pyrazole-4-carboxamide NC1=C(C=2C(=NN(C2C(F)(F)F)CCCC)N1C1=C(C(=CC=C1C)O)C)C(=O)N